COCCNC(C1=CN=CC(=C1)N1CC(CC1)C1=C(C=CC(=C1)C(NC1=CC(=CC=C1)C(F)(F)F)=O)C)=O N-(2-methoxyethyl)-5-(3-(2-methyl-5-((3-(trifluoromethyl)phenyl)carbamoyl)phenyl)pyrrolidin-1-yl)nicotinamide